FC1(C2CC(CC12)COC1=CC=C2CCN(CC2=C1)C(C=C)=O)F 1-(7-((6,6-difluorobicyclo[3.1.0]hexan-3-yl)methoxy)-3,4-dihydroisoquinolin-2(1H)-yl)prop-2-en-1-one